C(N)(=O)C1=CC=C(C=C1)CNC([O-])=O N-[(4-carbamoylphenyl) methyl]Carbamate